3-((4,4-bis(octyloxy)butanoyl)oxy)-2-((((3-(dimethylamino)propyl)carbamoyl)oxy)methyl)propyl (9Z,12Z)-octadeca-9,12-dienoate C(CCCCCCC\C=C/C\C=C/CCCCC)(=O)OCC(COC(CCC(OCCCCCCCC)OCCCCCCCC)=O)COC(NCCCN(C)C)=O